5-[2-(4-Benzyloxyphenyl)-1-hydroxyethyl]-1,3-oxazol-2(3H)-one C(C1=CC=CC=C1)OC1=CC=C(C=C1)CC(O)C1=CNC(O1)=O